(4-(5-Hydroxypyridin-2-yl)-1-methyl-1H-1,2,3-triazol-5-yl)methyl (cyclobutylmethyl)(methyl)carbamate C1(CCC1)CN(C(OCC1=C(N=NN1C)C1=NC=C(C=C1)O)=O)C